COC(C1=CC(=NC=C1)CN1C[C@H](CC1)N1C(N(C=2C1=NC=CC2)C2=CC(=C(C=C2)C2=CC=C(C=C2)C(=O)OC)O)=O)=O (S)-2-((3-(1-(2-hydroxy-4'-(methoxycarbonyl)-[1,1'-biphenyl]-4-yl)-2-oxo-1,2-dihydro-3H-imidazo[4,5-b]pyridin-3-yl)pyrrolidin-1-yl)methyl)isonicotinic acid methyl ester